COC1=CC=CC=2NC(=NC21)NC=2OC(=NN2)C2=C(C=C(C=C2)OC)C N-(4-methoxy-1H-benzo[d]imidazol-2-yl)-5-(4-methoxy-2-methylphenyl)-1,3,4-oxadiazol-2-amine